1-(3-(6-(((3S,4S)-4-fluoropyrrolidin-3-yl)amino)pyridin-2-yl)imidazo[1,2-a]pyrazin-6-yl)-4,4-dimethylpyrrolidin-2-one F[C@@H]1[C@H](CNC1)NC1=CC=CC(=N1)C1=CN=C2N1C=C(N=C2)N2C(CC(C2)(C)C)=O